N-[[4-methyl-2-oxo-3-(4-piperidinyl)oxazolidin-5-yl]methyl]carbamic acid tert-butyl ester C(C)(C)(C)OC(NCC1C(N(C(O1)=O)C1CCNCC1)C)=O